Butyl (E)-4-methyl-6-(2,6,6-trimethylcyclohex-1-en-1-yl)hex-3-enoate C\C(=C/CC(=O)OCCCC)\CCC1=C(CCCC1(C)C)C